lithium magnesium Silicon [Si].[Mg].[Li]